COC=1C=C(C=C(C1OC)OC)/C=C/C(=O)OCCC1=CC=CC=C1 (E)-phenethyl 3-(3,4,5-trimethoxyphenyl)acrylate